C(C)(C)(C)OC(=O)N1[C@@H](CC(CCC1)(F)F)CO[Si](C1=CC=CC=C1)(C1=CC=CC=C1)C(C)(C)C.C(C1=CC=CC=C1)N(C(C)=O)C(=C)C1=CC=C(C=C1)F N-benzyl-N-(1-(4-fluorophenyl)vinyl)acetamide tert-Butyl-(S)-2-(((tert-butyldiphenylsilyl)oxy)methyl)-4,4-difluoroazepane-1-carboxylate